5-Cyano-2-methyl-6-(methylsulfonyl)nicotinic acid C(#N)C=1C(=NC(=C(C(=O)O)C1)C)S(=O)(=O)C